ClC1=NC=C(C=N1)C1CCN(CC1)C1=NOC(=C1)C(C(=O)OC)C(C)C methyl 2-{3-[4-(2-chloropyrimidin-5-yl)piperidin-1-yl]-1,2-oxazol-5-yl}-3-methylbutanoate